N-(5-chloro-1H-pyrrolo[3,2-b]pyridin-3-yl)-7,8-dihydro-3H-[1,4]dioxino[2',3':3,4]benzo[1,2-d]imidazol-2-amine ClC1=CC=C2C(=N1)C(=CN2)NC2=NC1=C(N2)C=CC2=C1OCCO2